N-(cycloheptylmethyl)-2-[(2-methoxyphenyl)methyl]-1,3-benzoxazole-5-carboxamide C1(CCCCCC1)CNC(=O)C=1C=CC2=C(N=C(O2)CC2=C(C=CC=C2)OC)C1